FC1=C(CN2N=C3C(N=NN(C3=O)[C@@H]3C[C@H](OCC3)C)=C2)C(=CC=C1)F 6-(2,6-difluorobenzyl)-3-((2R,4S)-2-methyltetrahydro-2H-pyran-4-yl)-3,6-dihydro-4H-pyrazolo[4,3-d][1,2,3]triazin-4-one